C1(CCC1)CN[C@H]1CN(CCC1)C=1N=NC(=CC1)C(C)N1N=NC(=C1)C1=C2C=NNC2=CC(=C1)OC (3R)-N-(cyclobutylmethyl)-1-[6-[1-[4-(6-methoxy-1H-indazol-4-yl)triazol-1-yl]ethyl]pyridazin-3-yl]piperidin-3-amine